ClC1=NC=C(C(=C1)N1CCC2(CCO2)CC1)C#CC=1C=NC=CC1 7-(2-chloro-5-(2-(3-pyridyl)ethynyl)-4-pyridyl)-1-oxa-7-azaspiro[3.5]nonane